n-butyl-tert-butyliodosilane C(CCC)[SiH](I)C(C)(C)C